O=C1N(C(CC1)=O)OC([C@@H](NC(=O)OC(C)(C)C)CC(C)C)=O (t-Butoxycarbonyl)-L-leucine 2,5-dioxopyrrolidin-1-yl ester